FC1=CC=C(C=C1)C=1C=C2C(=C(C(NC2=NC1)=O)C(=O)OCC)O ethyl 6-(4-fluorophenyl)-4-hydroxy-2-oxo-1,2-dihydro-1,8-naphthyridine-3-carboxylate